CNCCOC1CCN(CC1)C(=O)OCC1=CC=CC=C1 benzyl 4-[2-(methylamino)ethoxy]piperidine-1-carboxylate